C(C1=CC=CC=C1)O[C@H]1CN(CCO[C@@H]1CO)CC1=CC=CC2=CC=CC=C12 ((6S,7R)-6-(benzyloxy)-4-(naphthalen-1-ylmethyl)-1,4-oxazepan-7-yl)methanol